2-(4-carbamimidoylthiophen-2-yl)-2-((2S,4R)-4-(difluoromethoxy)-1-((4-phenoxybenzoyl)glycyl)pyrrolidine-2-carboxamido)acetic acid C(N)(=N)C=1C=C(SC1)C(C(=O)O)NC(=O)[C@H]1N(C[C@@H](C1)OC(F)F)C(CNC(C1=CC=C(C=C1)OC1=CC=CC=C1)=O)=O